ClC=1C=2C(C3=NC=C(C(=C3OC2C=CC1)C1=CC=C(C=C1)N1CCN(CC1)C(=O)OC(C)(C)C)CC)=O tert-butyl 4-(4-(9-chloro-3-ethyl-10-oxo-10H-chromeno[3,2-b]pyridin-4-yl)phenyl)piperazine-1-carboxylate